BrC1=C(OC2CCN(CC2)C(=O)OC(C)(C)C)C=CC=C1OC tert-butyl 4-(2-bromo-3-methoxyphenoxy)piperidine-1-carboxylate